P(=O)(OC(C(C)(C)C)Br)(OC(C(C)(C)C)Br)OC(C(C)(C)C)Br tris(bromoneo-pentyl) phosphate